FC1(CNCC[C@@H]1NC(=O)C1=C(OC2=CN=C(C=C21)OCC=2C(=NC=CC2)C(F)(F)F)C)F N-[(4S)-3,3-difluoropiperidin-4-yl]-2-methyl-5-{[2-(trifluoromethyl)pyridin-3-yl]methoxy}furo[2,3-c]pyridine-3-carboxamide